methyl (2R)-3-[[4-(acetyloxy)butanoyl]sulfanyl]-2-(3-[[(4R)-2,2,5,5-tetramethyl-1,3-dioxan-4-yl]formamido]propanamido)propanoate C(C)(=O)OCCCC(=O)SC[C@@H](C(=O)OC)NC(CCNC(=O)[C@@H]1OC(OCC1(C)C)(C)C)=O